CC1(C2=C(C(C=3C=4C=CC(=CC4NC13)C#N)=O)C=NC(=C2)N2CCC(CC2)(N2CCOCC2)C)C 5,5-Dimethyl-3-(4-methyl-4-morpholine-4-yl-piperidine-1-yl)-11-oxo-6,11-dihydro-5H-pyrido[4,3-b]carbazole-8-carbonitrile